NC=1C=C(C=C(C1)C(F)(F)F)[C@@H](C)NC1=NC(=NC2=CC(=C(C=C12)OC)OCC1CCOCC1)C (R)-N-(1-(3-amino-5-(trifluoromethyl)phenyl)ethyl)-6-methoxy-2-methyl-7-((tetrahydro-2H-pyran-4-yl)methoxy)quinazolin-4-amine